(S)-N-((S)-1-(2-Chlorophenyl)-2-((4,4-difluorocyclohexyl)amino)-2-oxoethyl)-3-(4-cyanopyridin-2-yl)-N-(5-fluoropyridin-3-yl)-2-oxooxazolidine-4-carboxamide ClC1=C(C=CC=C1)[C@@H](C(=O)NC1CCC(CC1)(F)F)N(C(=O)[C@H]1N(C(OC1)=O)C1=NC=CC(=C1)C#N)C=1C=NC=C(C1)F